BrC=1C(=C(N(N1)C)C(=O)N(CCOC=1N(N=CC1C=1C=C2C(=NN(C2=CC1)C1OCCCC1)C=C)C)C)I 5-bromo-4-iodo-N,2-dimethyl-N-[2-[2-methyl-4-(1-tetrahydropyran-2-yl-3-vinyl-indazol-5-yl)pyrazol-3-yl]oxyethyl]pyrazole-3-carboxamide